4-[((3S)-1-Azabicyclo[2.2.2]oct-3-yl)amino]-3-(1H-benzimidazol-2-yl)-6-chloroquinolin N12C[C@H](C(CC1)CC2)NC2=C(C=NC1=CC=C(C=C21)Cl)C2=NC1=C(N2)C=CC=C1